NC1=CC(=NC=C1)N1CC(C1)C#N 1-(4-aminopyridin-2-yl)azetidine-3-carbonitrile